dimethylbis(tert-butylperoxy)hexane CC(C(OOC(C)(C)C)(OOC(C)(C)C)C)CCCC